(R)-4-(1-ethyl-1H-1,2,3-triazol-4-yl)-2-fluoro-N-(6-fluoro-8-methylisoquinolin-1-yl)-N-(piperidin-3-yl)benzamide C(C)N1N=NC(=C1)C1=CC(=C(C(=O)N([C@H]2CNCCC2)C2=NC=CC3=CC(=CC(=C23)C)F)C=C1)F